2-hydroxycyclohexane-1-sulfonamide OC1C(CCCC1)S(=O)(=O)N